CC1=NC(=NC(=C1)C)C(CC(=O)O)N1N=CC2=CC(=CC=C12)OCCC1=NC=2NCCCC2C=C1 3-(4,6-dimethylpyrimidin-2-yl)-3-(5-(2-(5,6,7,8-tetrahydro-1,8-naphthyridin-2-yl)ethoxy)-1H-indazol-1-yl)propionic acid